3-[[4-hydroxy-1-[(3R,4R)-1-[(3-methylpyrazin-2-yl)methyl]-3-phenyl-piperidine-4-carbonyl]-4-piperidinyl]methyl]-7-(4-methoxyphenyl)pyrrolo[2,3-d]pyrimidin-4-one OC1(CCN(CC1)C(=O)[C@H]1[C@@H](CN(CC1)CC1=NC=CN=C1C)C1=CC=CC=C1)CN1C=NC2=C(C1=O)C=CN2C2=CC=C(C=C2)OC